tert-butyl 3-((2-fluoro-6-(trifluoromethyl)benzyl)oxy)-2-methylazetidine-1-carboxylate FC1=C(COC2C(N(C2)C(=O)OC(C)(C)C)C)C(=CC=C1)C(F)(F)F